[1-[7-(4-ethylpiperazin-1-yl)furo[3,2-b]pyridin-5-yl]azetidin-3-yl]methanamine C(C)N1CCN(CC1)C1=C2C(=NC(=C1)N1CC(C1)CN)C=CO2